C(\C=C\C(=O)O)(=O)O.C(C)N(C(C1=C(C=CC(=C1)F)OC1=C(N=CN=N1)N1CC2(CN(C2)[C@@H](C(C)C)CCCN(C)C[C@H](COC)O)CC1)=O)C(C)C N-ethyl-5-fluoro-2-((5-(2-((R)-6-(((R)-2-hydroxy-3-methoxypropyl)(methyl)amino)-2-methylhexan-3-yl)-2,6-diazaspiro[3.4]octan-6-yl)-1,2,4-triazin-6-yl)oxy)-N-isopropylbenzamide fumarate